3-(4-hydroxybenzoamido)-5-(4-(trifluoromethyl)benzoyl)-5,6-dihydropyrrolo[3,4-c]Pyrazole-1(4H)-carboxylic acid ethyl ester C(C)OC(=O)N1N=C(C2=C1CN(C2)C(C2=CC=C(C=C2)C(F)(F)F)=O)NC(C2=CC=C(C=C2)O)=O